OC1=C(C=C(CC2=C(C=C(OCC(=O)NC3COC3)C=C2C)C)C=C1)C(C)C (4-(4-hydroxy-3-isopropylbenzyl)-3,5-dimethylphenoxy)-N-(oxetan-3-yl)acetamide